OCC(=CCCC(=CCCC(=CCCC(C)=O)C)C)C hydroxyfarnesylacetone